Cl.F[C@H]1C[C@H](NC1)C1=NN(C(=C1)C#N)C 3-((2S,4S)-4-fluoropyrrolidin-2-yl)-1-methyl-1H-pyrazole-5-carbonitrile hydrochloride